CC(C)NC(=O)C=1C=C(C=CC1)C1=CC(=NN1)C(=O)OC Methyl 5-[3-[(propan-2-yl)carbamoyl]phenyl]-1H-pyrazol-3-carboxylate